7-propargyloxy-6-nitroquinazoline C(C#C)OC1=C(C=C2C=NC=NC2=C1)[N+](=O)[O-]